[(1R,2S,4R)-4-{[5-({4-[(2R)-2-(3-chlorophenyl)pyrrolidin-2-yl]-2-thienyl}carbonyl)pyrimidin-4-yl] amino}-2-hydroxy cyclopentyl]methyl sulfamate S(N)(OC[C@@H]1[C@H](C[C@@H](C1)NC1=NC=NC=C1C(=O)C=1SC=C(C1)[C@]1(NCCC1)C1=CC(=CC=C1)Cl)O)(=O)=O